1,1,1-Trichloro-2-methylpropan-2-yl 4-hydroxy-4-((quinolin-2-ylthio)(2-(trifluoromethyl)phenyl)methyl)piperidine-1-carboxylate OC1(CCN(CC1)C(=O)OC(C(Cl)(Cl)Cl)(C)C)C(C1=C(C=CC=C1)C(F)(F)F)SC1=NC2=CC=CC=C2C=C1